ClC=1N=NC(=CC1)NN 3-chloro-6-hydrazinylpyridazine